NC1=CC=C(C=C1)C(NCCOCCOCCOCCNC(OC(C)(C)C)=O)=O tert-butyl (1-(4-aminophenyl)-1-oxo-5,8,11-trioxa-2-azatridecan-13-yl)carbamate